stearic acid propionate C(CC)(=O)O.C(CCCCCCCCCCCCCCCCC)(=O)O